C(CCC)(=O)NC1=CC=C(C[C@H](N)C(=O)O)C=C1 4-butyrylaminophenylalanine